N-(4-(3-Methylimidazo[1,2-b]pyridazin-6-yl)phenyl)acetamide CC1=CN=C2N1N=C(C=C2)C2=CC=C(C=C2)NC(C)=O